amino-N-(pyrimidin-4-yl)benzamide (2R,3R,4R,5R,6R)-5-acetamido-2-(acetoxymethyl)-6-((5-((2-(2-hydroxyethoxy)ethyl)amino)-5-oxopentyl)oxy)tetrahydro-2H-pyran-3,4-diyl-diacetate C(C)(=O)N[C@@H]1[C@@H]([C@H]([C@@H](O[C@H]1OCCCCC(=O)NCCOCCO)COC(C)=O)CC(=O)O)CC(=O)O.NC1=C(C(=O)NC2=NC=NC=C2)C=CC=C1